C(C1=CC=CC=C1)N(CCC(=C)C1=CC=CC=C1)CCOC N-benzyl-N-(2-methoxyethyl)-3-phenylbut-3-en-1-amine